C(C)NC1=CC=C(C(=N1)F)C1=NN2C(N=CC=C2)=C1C(=O)N[C@@H]1C(NC2=C(C(=N1)C1=CC=CC=C1)C=CC=C2F)=O 2-[6-(Ethylamino)-2-fluoropyridin-3-yl]-N-[(3S)-9-fluoro-2-oxo-5-phenyl-1,3-dihydro-1,4-benzodiazepin-3-yl]pyrazolo[1,5-a]-pyrimidine-3-carboxamide